FC=1C=C(C=CC1OC1=CC=CC2=C1C1(CC1)CO2)N2CNC1=C2C=CC=C1 3-(3-fluoro-4-spiro[2H-benzofuran-3,1'-cyclopropane]-4-yloxy-phenyl)-1H-benzimidazol